N(=C=O)[C@H](C)C1=CC=CC=C1 (R)-(1-Isocyanatoethyl)benzene